C(#N)C1=C(C=C(C=C1C)CC(C)C)N1N=C2C(=C1)CN(C2)C(=O)OC(C)(C)C tert-butyl 2-(2-cyano-3-methyl-5-(2-methylpropyl) phenyl)-5,6-dihydro-4H-pyrrolo[4,3-c]pyrazole-5-carboxylate